N1=CC=C(C=C1)C=1NC2=NC(=NC=C2N1)C(=O)NC=1C=C(C=CC1)C 8-(pyridin-4-yl)-N-(m-tolyl)-9H-purine-2-carboxamide